N-[4-(5-amino-1,3,4-thiadiazol-2-yl)phenyl]-3-(4-fluorophenyl)pyrazin-2-amine NC1=NN=C(S1)C1=CC=C(C=C1)NC1=NC=CN=C1C1=CC=C(C=C1)F